tert-butyl 4-((6-methylpyridin-3-yl)oxy)piperidine-1-carboxylate CC1=CC=C(C=N1)OC1CCN(CC1)C(=O)OC(C)(C)C